N-benzyl-homopiperazine C(C1=CC=CC=C1)N1CCNCCC1